4-Methyl-quinazoline CC1=NC=NC2=CC=CC=C12